O1C(NC=2C(NC=CC21)=O)=O oxazolo[4,5-c]pyridine-2,4(3h,5h)-dione